C(CCCCCCCCCCCCCCCCCCCCCCCCC)(=O)N hexacosanamide